1-methoxycyclobutane-1-carboxamide COC1(CCC1)C(=O)N